C(C)(C)(C)OC(N(C)C1=NC(=C(C=C1)C#C\C=C\C=1SC2=C(N1)C=CC(=C2)OC)[N+](=O)[O-])=O (E)-(5-(4-(6-methoxybenzo[d]thiazol-2-yl)but-3-en-1-yn-1-yl)-6-nitropyridin-2-yl)(methyl)carbamic acid tert-butyl ester